O=C([C@@H](O)[C@H](O)[C@@H](O)[C@@H](O)CO)[O-].[Na+].FC1=CC=C(C=C1)C(CSC)=O 1-(4-fluorophenyl)-2-(methylthio)ethan-1-one sodium L-gluconate